ClCCCSC1=CC=C(C=N1)C(C)=O 1-(6-((3-chloropropyl)thio)pyridine-3-yl)ethan-1-one